2-(4-aminopiperidin-1-yl-5-(2-methylpyrazolo[3,4-c]pyridin-5-yl)pyrimidin-4-yl)benzonitrile NC1CCN(CC1)C1=NC=C(C(=N1)C1=C(C#N)C=CC=C1)C1=CC=2C(C=N1)=NN(C2)C